FC1=C(CC=2C=3N(C=C(N2)C2=CC=CC=C2)C(=C(N3)CC=3OC(=CC3)C)CC(=O)[O-])C=C(C=C1)F 8-(2,5-Difluorobenzyl)-2-((5-methylfuran-2-yl)methyl)-6-phenylimidazo[1,2-a]pyrazin-3-yl-acetat